1-benzyl-3-bromo-4-[(2,4-difluorobenzyl)oxy]-6-methylpyridin-2(1H)-one C(C1=CC=CC=C1)N1C(C(=C(C=C1C)OCC1=C(C=C(C=C1)F)F)Br)=O